FC1=CC=C(C=C1)C(C(=O)NC1=C(C(=C(S1)C(=O)N[C@H](C(C)C)C(=O)O)C)C(=O)OC)CC (5-(2-(4-fluorophenyl)butanamido)-4-(methoxycarbonyl)-3-methylthiophene-2-carbonyl)-D-valine